C([C@H](O)CC(=O)O)(=O)O (2R)-malic acid